7-bromo-3,4-dihydro-2H-1-benzopyran-4-amine BrC1=CC2=C(C(CCO2)N)C=C1